methyl N-[4-carbamoyl-1-[4-(cyanomethyl)-1-[[4-(cyclohexen-1-yl)phenyl]methyl]-3-fluoro-4-piperidyl]pyrazol-3-yl]carbamate C(N)(=O)C=1C(=NN(C1)C1(C(CN(CC1)CC1=CC=C(C=C1)C1=CCCCC1)F)CC#N)NC(OC)=O